N-t-butyl-Oxycarbonyl-1,2,5,6-tetrahydropyridine-4-boronic acid pinacol ester C(C)(C)(C)OC(=O)N1CC=C(CC1)B1OC(C)(C)C(C)(C)O1